leucine nitrate salt [N+](=O)(O)[O-].N[C@@H](CC(C)C)C(=O)O